2-((diphenylmethylene)amino)-3-((4-methoxybenzyl)oxy)isonicotinate C1(=CC=CC=C1)C(C1=CC=CC=C1)=NC=1C(=C(C(=O)[O-])C=CN1)OCC1=CC=C(C=C1)OC